1-((2,5-Dimethoxyphenyl)azo)-2-naphthalenol COC1=C(C=C(C=C1)OC)N=NC1=C(C=CC2=CC=CC=C12)O